2-methyl-2-methylcyclohexyl-1,3-dimethoxypropane CC1(C(CCCC1)C(CCOC)OC)C